N-(5-(5-((1R,2S)-2-fluorocyclopropyl)-1,2,4-oxadiazol-3-yl)-2-methylphenyl)imidazo[1,2-A]pyridine-3-carboxamide F[C@@H]1[C@H](C1)C1=NC(=NO1)C=1C=CC(=C(C1)NC(=O)C1=CN=C2N1C=CC=C2)C